ClC1=NC=CC(=C1)OC1=C(N=C(S1)C=C)C1=NC(=CC=C1)C 5-(2-chloropyridin-4-yloxy)-4-(6-methylpyridin-2-yl)-2-vinylthiazole